N1=C(C=C2COCCN21)NS(=O)(=O)CC N-(6,7-dihydro-4H-pyrazolo[5,1-c][1,4]oxazin-2-yl)ethanesulfonamide